N-(1-methyl-4,5,6,7-tetrahydro-1H-indazole-6-carbonyl)-O-(3-(2-(5,6,7,8-tetrahydro-1,8-naphthyridin-2-yl)ethyl)cyclobutyl)homoserine CN1N=CC=2CCC(CC12)C(=O)N[C@@H](CCOC1CC(C1)CCC1=NC=2NCCCC2C=C1)C(=O)O